ClC=1C=C(C=CC1)C(=O)C1=CC=CC=C1 (3-chlorophenyl)-(phenyl)-methanone